(S)-3-(5-(4-((1-(4-(1-fluoro-7-(pyridin-4-yl)-3,8,9,10-tetrahydrocyclohepta[e]indazol-6-yl)phenyl)piperidin-4-yl)methyl)piperazin-1-yl)-1-oxoisoindolin-2-yl)piperidine-2,6-dione FC1=NNC=2C=CC3=C(C12)CCCC(=C3C3=CC=C(C=C3)N3CCC(CC3)CN3CCN(CC3)C=3C=C1CN(C(C1=CC3)=O)[C@@H]3C(NC(CC3)=O)=O)C3=CC=NC=C3